C(N)(=O)CC[C@@H](C(NC1(CC1)C1=CC=C(C=C1)S(=O)(=O)C)=O)NC(OC(C)(C)C)=O tert-butyl N-[(1S)-3-carbamoyl-1-[[1-(4-methanesulfonylphenyl)cyclopropyl]carbamoyl]propyl]carbamate